6-chloro-2-(2-methylpyrimidin-4-yl)-1-((2-(trimethylsilyl)ethoxy)methyl)-1H-pyrrolo[3,2-c]pyridine ClC1=CC2=C(C=N1)C=C(N2COCC[Si](C)(C)C)C2=NC(=NC=C2)C